N-(4-(4-amino-7-methyl-5-(4-(5-methyl-1,2,4-oxadiazol-3-yl)phenyl)-7H-pyrrolo[2,3-d]pyrimidin-6-yl)phenyl)methacrylamide NC=1C2=C(N=CN1)N(C(=C2C2=CC=C(C=C2)C2=NOC(=N2)C)C2=CC=C(C=C2)NC(C(=C)C)=O)C